C(C)\C(=C(/C(=O)O)\CC)\C(=O)O.C(C=CCCCCC)=O 2-octenaldehyde Diethylfumarate